NC1=NC(=C2N=CN(C2=N1)CC1=C(C=C(C=C1)[N+](=O)[O-])F)C=1C=C(C#N)C=CC1 3-(2-amino-9-(2-fluoro-4-nitrobenzyl)-9H-purin-6-yl)-benzonitrile